4-(5-methoxypyridin-2-yl)-N-(4-(tetrahydro-2H-pyran-4-yloxy)pyridin-2-yl)thiazol-2-amine COC=1C=CC(=NC1)C=1N=C(SC1)NC1=NC=CC(=C1)OC1CCOCC1